(5-amino-3-pyridyl)boronic acid NC=1C=C(C=NC1)B(O)O